N1=C(C(=C(C=C1)C#N)C#N)C#N pyridinetricarbonitrile